tert-butyl (S)-(1-(4-((3-(3-((tert-butoxycarbonyl)amino)azetidin-1-yl)-5-(trifluoromethyl)phenyl)amino)-5-carbamoylpyrimidin-2-yl)piperidin-3-yl)carbamate C(C)(C)(C)OC(=O)NC1CN(C1)C=1C=C(C=C(C1)C(F)(F)F)NC1=NC(=NC=C1C(N)=O)N1C[C@H](CCC1)NC(OC(C)(C)C)=O